N1CC(C1)N1C(=NC(=C1)C(F)(F)F)C1=CC=C(C#N)C=C1 4-[1-(azetidin-3-yl)-4-(trifluoromethyl)imidazol-2-yl]benzonitrile